C(C)C1=C(C(=C(C(=C1C)OCCCC)CC)C)O 2,5-diethyl-3,6-dimethyl-4-butoxyphenol